2-(p-dimethyl-aminophenyl)-4,5-diphenylimidazole CC1(C(C=C(C=C1)C)N)C=1NC(=C(N1)C1=CC=CC=C1)C1=CC=CC=C1